(hydroxypropyl)phosphonium chloride [Cl-].OCCC[PH3+]